3-(5-bromopyridin-2-yl)-3,6-diazabicyclo[3.1.1]heptane-6-carboxylic acid tert-butyl ester C(C)(C)(C)OC(=O)N1C2CN(CC1C2)C2=NC=C(C=C2)Br